(S)-N-(1-(4-(benzylthio)phenylamino)-1-oxo-3-phenylprop-2-yl)-4-fluorobenzamide C(C1=CC=CC=C1)SC1=CC=C(C=C1)NC([C@H](CC1=CC=CC=C1)NC(C1=CC=C(C=C1)F)=O)=O